(2,4-dichlorobenzyl)thiophene-2-carboxamide ClC1=C(CC2=C(SC=C2)C(=O)N)C=CC(=C1)Cl